ClC1C(CCC1)C(F)(F)F 1-chloro-2-(trifluoromethyl)cyclopentane